tert-butyl 7-(cyanomethyl)-5,9-dioxa-2-azaspiro[3.5]nonane-2-carboxylate C(#N)CC1COC2(CN(C2)C(=O)OC(C)(C)C)OC1